IC1=C(C=CC=C1)CC(=O)O.CC=1C=C(C=CC1)S(=O)(=O)N 3-methylbenzenesulfonamide iodobenzeneacetate